COC=1C=C2C3=C(NC2=CC1)N=C(N=C3)C3=CC=CC=C3 6-methoxy-2-phenyl-9H-pyrimido[4,5-b]indole